C(CCCCCCCCC(CC)C(=O)O)C(=O)O 1,10-dodecanedicarboxylic acid